5,7-Dimethyl-N-(4-(1H-Imidazol-1-Yl)Phenyl)Pyrazolo[1,5-A]Pyrimidine-3-Carboxamide CC1=NC=2N(C(=C1)C)N=CC2C(=O)NC2=CC=C(C=C2)N2C=NC=C2